C(#N)C=1C=C(C=CC1)N1N=C(C=C1C(=O)NC1=CC(=CC=C1)C(CCCC)C1=CC=CC=C1)C(F)(F)F 1-(3-cyanophenyl)-N-(3-(1-phenylpentyl)phenyl)-3-(trifluoromethyl)-1H-pyrazole-5-carboxamide